FC(CN1N=CC=2C1=NC(=CN2)N2C[C@H]1C([C@H]1C2)C=2SC(=NN2)C=2C(=NC=CC2)C(F)(F)F)F 2-((1R,5S,6r)-3-(1-(2,2-Difluoroethyl)-1H-pyrazolo[3,4-b]pyrazin-6-yl)-3-azabicyclo[3.1.0]hexan-6-yl)-5-(2-(trifluoromethyl)pyridin-3-yl)-1,3,4-thiadiazole